2-[5-(4-acetylpiperazin-1-yl)-2-fluorophenyl]-N-[(2,4-dimethylphenyl)(5-methylfuran-2-yl)methyl]acetamide C(C)(=O)N1CCN(CC1)C=1C=CC(=C(C1)CC(=O)NC(C=1OC(=CC1)C)C1=C(C=C(C=C1)C)C)F